ClC1=C(C(=O)N2CCC(CC2)NC(=O)C2CCNCC2)C=CC(=C1)NC=1C=2N(C=CN1)C(=CN2)C=2C(=NNC2)C(F)(F)F N-[1-[2-chloro-4-[[3-[3-(trifluoromethyl)-1H-pyrazol-4-yl]imidazo[1,2-a]pyrazin-8-yl]amino]benzoyl]piperidin-4-yl]piperidine-4-carboxamide